FC(OC=1C=NC(=NC1)C(C(=O)OCC)(C)C)F ethyl 2-(5-(difluoromethoxy)pyrimidin-2-yl)-2-methylpropanoate